dipalmitoyl-cis-glycerol C(CCCCCCCCCCCCCCC)(=O)C(C(C(O)C(CCCCCCCCCCCCCCC)=O)O)O